(6-Fluoro-4-(1,4-dioxa-8-azaspiro[4.5]decan-8-yl)quinolin-3-yl)(morpholino)methanone FC=1C=C2C(=C(C=NC2=CC1)C(=O)N1CCOCC1)N1CCC2(OCCO2)CC1